C(C)C1=NS(C2=C(N1N)C=CC(=C2)F)(=O)=O 3-Ethyl-amino-7-fluoro-4H-1,2,4-benzothiadiazine 1,1-dioxide